NC=1C2=C(N=C(N1)Cl)CN(CC2)C(=O)OC(C)(C)C tert-butyl 4-amino-2-chloro-5,6-dihydropyrido[3,4-d]pyrimidine-7(8H)-carboxylate